(1s,4s)-2-methyl-2,5-diazabicyclo[2.2.1]heptane dihydrobromide Br.Br.CN1[C@@H]2CN[C@H](C1)C2